C(C)C1C=2C(=NC(C1NC(C1=CC(=CC=C1)C(F)(F)F)=O)=O)N(NC2C(=O)O)C2CCOCC2 ethyl-1-(oxan-4-yl)-6-oxo-5-[3-(trifluoromethyl)benzamido]-4H,5H-pyrazolo[3,4-b]pyridine-3-carboxylic acid